NC=1C=NC2=NC(=CC=C2C1N(CC)CC1=C(C=C(C=C1F)Br)F)OC 2-((3-amino-7-methoxy-1,8-naphthyridin-4-yl)(4-bromo-2,6-difluorobenzyl)amino)ethane